6-amino-5-(3-hydroxy-2,6-dimethyl-phenyl)-2-(1-hydroxy-1-methyl-ethyl)pyrrolo[2,3-b]pyrazine-7-carboxamide NC1=C(C=2C(=NC=C(N2)C(C)(C)O)N1C1=C(C(=CC=C1C)O)C)C(=O)N